(4-(4-(dimethylamino)phenyl)-5-(3-methoxy-2-((4-methoxybenzyl)oxy)phenyl)-1-phenyl-4,5-dihydro-1H-1,2,4-triazol-3-yl)ethan-1-one CN(C1=CC=C(C=C1)N1C(=NN(C1C1=C(C(=CC=C1)OC)OCC1=CC=C(C=C1)OC)C1=CC=CC=C1)C(C)=O)C